(R)-2,3-diethyl-4-(2-isopropylphenyl)-9H-indeno[2,1-b]pyridine C(C)C1=C(C(=C2C(=N1)CC=1C=CC=CC12)C1=C(C=CC=C1)C(C)C)CC